ClC=1C=C(C(NC1)=O)[C@@H]1CN2[C@H](CO1)CN(CC2)C(C2=C(C(=CC=C2F)OC)Cl)=O 5-chloro-3-((3R,9aS)-8-(2-chloro-6-fluoro-3-methoxybenzoyl)octahydropyrazino[2,1-c][1,4]oxazin-3-yl)pyridin-2(1H)-one